4,7-bis(4-methoxyphenyl)benzo[C][1,2,5]thiadiazole COC1=CC=C(C=C1)C1=CC=C(C2=NSN=C21)C2=CC=C(C=C2)OC